FC(C(=O)O)(F)F.NC1=NC=C(C(=O)NC2=NC=CC=C2)C(=C1)OC 6-amino-4-methoxy-N-(pyridin-2-yl)nicotinamide trifluoroacetate salt